(2-(((tert-Butoxycarbonyl)(2-(6-methoxy-3-nitropyridin-2-yl)ethyl)amino)methyl)-4-fluorophenyl)amino-5-(trifluoromethyl)benzoic acid C(C)(C)(C)OC(=O)N(CCC1=NC(=CC=C1[N+](=O)[O-])OC)CC1=C(C=CC(=C1)F)NC1=C(C(=O)O)C=C(C=C1)C(F)(F)F